methyl 6-chloro-4-((4-methoxybenzyl)oxy)pyridazine-3-carboxylate ClC1=CC(=C(N=N1)C(=O)OC)OCC1=CC=C(C=C1)OC